C1(CCC1)[C@@H](C(=O)N[C@@H](C1=CC=2N(N=C1)C=C(N2)[C@@H](NC(=O)C2=NON=C2C)C2CCC(CC2)(F)F)C2CC2)F |o1:4| N-((S)-(7-((R)-((S*)-2-Cyclobutyl-2-fluoroacetamido)(cyclopropyl)methyl)imidazo[1,2-b]pyridazin-2-yl)(4,4-difluorocyclohexyl)methyl)-4-methyl-1,2,5-oxadiazole-3-carboxamide